[N+](=[N-])=CC(CC[C@@H](C(=O)OC(C)C)NC(=O)[C@H]1OCCC1)=O isopropyl (S)-6-diazo-5-oxo-2-((S)-tetrahydrofuran-2-carboxamido)hexanoate